ClC=1C=CC=2N(C1)C(=CN2)C2=NC=CC(=N2)N2C[C@H]1[C@@](C2)(CCC1)C1=NC(=NO1)C(C)C 6-chloro-3-{4-[(3aR,6aR)-3a-(3-isopropyl-[1,2,4]oxadiazol-5-yl)-hexahydro-cyclopenta[c]pyrrol-2-yl]-pyrimidin-2-yl}-imidazo[1,2-a]pyridine